C1(CC1)C=1C(=NON1)C(=O)N[C@H](C=1N=C2N(N=CC(=C2)[C@H]2C[C@@]23C(N[C@@H](C3)C(F)(F)F)=O)C1)C1CCC(CC1)(F)F 4-Cyclopropyl-N-((S)-(4,4-difluorocyclohexyl)(7-((1R,3S,6S)-4-oxo-6-(trifluoromethyl)-5-azaspiro[2.4]heptan-1-yl)imidazo[1,2-b]pyridazin-2-yl)methyl)-1,2,5-oxadiazole-3-carboxamide